2-pyrroline-1-carboxylic acid tert-butyl ester C(C)(C)(C)OC(=O)N1C=CCC1